FC1=C(C=C2CCC([C@H](C2=C1)NC(O[C@@H]1CN2CCC1CC2)=O)(C)C)C2=CC(=CC=C2)OC(C)C (S)-quinuclidin-3-yl ((R)-7-fluoro-6-(3-isopropoxyphenyl)-2,2-dimethyl-1,2,3,4-tetrahydronaphthalen-1-yl)carbamate